tert-butyl 3-((4-(4-(3-cyano-4-methoxypyrazolo[1,5-a]pyridin-6-yl)-1H-pyrazol-1-yl)piperidin-1-yl)sulfonyl)azetidine-1-carboxylate C(#N)C=1C=NN2C1C(=CC(=C2)C=2C=NN(C2)C2CCN(CC2)S(=O)(=O)C2CN(C2)C(=O)OC(C)(C)C)OC